2-((1-(5-(4-cyclopropylpiperazin-1-yl)-9-methyl-[1,2,4]triazolo[4,3-c]quinazolin-7-yl)ethyl)amino)benzoic acid C1(CC1)N1CCN(CC1)C1=NC=2C(=CC(=CC2C=2N1C=NN2)C)C(C)NC2=C(C(=O)O)C=CC=C2